3-(5-(((S)-1-((1,8-Naphthyridin-4-yl)methyl)pyrrolidin-3-yl)oxy)-1-oxoisoindolin-2-yl)piperidine-2,6-dione N1=CC=C(C2=CC=CN=C12)CN1C[C@H](CC1)OC=1C=C2CN(C(C2=CC1)=O)C1C(NC(CC1)=O)=O